The molecule is an amino acid zwitterion obtained via transfer of a proton from the carboxy to the amino group of N(6)-acetyl-L-lysine; major species at pH 7.3. It is a tautomer of a N(6)-acetyl-L-lysine. CC(=O)NCCCC[C@@H](C(=O)[O-])[NH3+]